2,5-Diphenylthieno[2,3-d]pyrimidin C1(=CC=CC=C1)C=1N=CC2=C(N1)SC=C2C2=CC=CC=C2